N-(7-([1,1'-biphenyl]-3-ylmethyl)-6-isobutyryl-1,6-diazaspiro[3.4]octan-8-yl)methanesulfonamide C1(=CC(=CC=C1)CC1N(CC2(CCN2)C1NS(=O)(=O)C)C(C(C)C)=O)C1=CC=CC=C1